(S)-5-(3-(4-aminophenyl)-2-(4-(5-chloro-2-(1H-tetrazol-1-yl)phenyl)-2,3-dioxopiperazin-1-yl)propanamido)-1H-indole-1,2-dicarboxylic acid di-tert-butyl ester C(C)(C)(C)OC(=O)N1C(=CC2=CC(=CC=C12)NC([C@H](CC1=CC=C(C=C1)N)N1C(C(N(CC1)C1=C(C=CC(=C1)Cl)N1N=NN=C1)=O)=O)=O)C(=O)OC(C)(C)C